[2-(methacryloyloxy)-ethyl]trimethylammonium chloride [Cl-].C(C(=C)C)(=O)OCC[N+](C)(C)C